OC[C@H](C1=CC=CC=C1)NC(=O)C1=C2C=C3C(=C2N=N1)C3 2,3-diaza-cyclopropa[a]pentalene-4-carboxylic acid ((S)-2-hydroxy-1-phenyl-ethyl)-amide